(βS)-4-[[6-[4-(aminosulfonyl)-2-methylphenyl][1,2,4]triazolo[1,5-a]pyridin-8-yl]methoxy]-β-1-propyn-1-yl-benzenepropanoic acid ethyl ester C(C)OC(C[C@@H](C1=CC=C(C=C1)OCC=1C=2N(C=C(C1)C1=C(C=C(C=C1)S(=O)(=O)N)C)N=CN2)C#CC)=O